(2S,3R)-p-methylsulfonylphenylserine ethyl ester magnesium salt [Mg].C(C)OC([C@@H](NC1=CC=C(C=C1)S(=O)(=O)C)CO)=O